4-[(1,1,2,2,3,3,4,4,4-nonafluorobutane-1-sulfonyl)oxy]-3,6-dihydropyridine-1(2H)-carboxylic acid tert-butyl ester C(C)(C)(C)OC(=O)N1CCC(=CC1)OS(=O)(=O)C(C(C(C(F)(F)F)(F)F)(F)F)(F)F